COC1=NC=C(C=C1C(F)(F)F)C1(NC=C(C(=N1)NC=1C=CC2=C(NC(O2)=O)C1)C)N 2-(2-methoxy-3-trifluoromethylpyridin-5-yl)-5-methyl-N4-(2-oxo-2,3-dihydro-1,3-benzooxazol-5-yl)-2,4-pyrimidinediamine